BrC=1C=C2C(=NC1OC)N(C=N2)C2=CC(=C(C#N)C=C2)N2N=C(C=C2C)OC(F)F 4-(6-bromo-5-methoxy-imidazo[4,5-b]pyridin-3-yl)-2-[3-(difluoromethoxy)-5-methyl-pyrazol-1-yl]benzonitrile